BrC=1C=CC(=C2C=CC(=NC12)O)CN1CCCC1 8-bromo-5-(pyrrolidin-1-ylmethyl)quinolin-2-ol